(S)-tert-butyl 6-(2-(3-((dimethylamino)methyl)oxetan-3-yl)benzo[d]thiazol-5-yl)-3-methyl-3,4-dihydropyridine-1(2H)-carboxylate CN(C)CC1(COC1)C=1SC2=C(N1)C=C(C=C2)C2=CC[C@@H](CN2C(=O)OC(C)(C)C)C